1,3-bis[4-(4-amino-6-fluorophenoxy)-α,α-dimethylbenzyl]benzene tert-butyl-1-(6-chloro-4-(prop-1-en-2-yl)-2,7-naphthyridin-1-yl)-1,6-diazaspiro[3.3]heptane-6-carboxylate C(C)(C)(C)OC(=O)N1CC2(CCN2C2=NC=C(C3=CC(=NC=C23)Cl)C(=C)C)C1.NC1=CC=C(OC2=CC=C(C(C)(C)C3=CC(=CC=C3)C(C3=CC=C(C=C3)OC3=CC=C(C=C3F)N)(C)C)C=C2)C(=C1)F